tert-butyl 4-({[2-(2,6-dioxopiperidin-3-yl)-1,3-dioxo-2,3-dihydro-1H-isoindol-4-yl]amino}methyl)piperidine-1-carboxylate O=C1NC(CCC1N1C(C2=CC=CC(=C2C1=O)NCC1CCN(CC1)C(=O)OC(C)(C)C)=O)=O